C1(=CC(=CC=C1)C1=CC=C(C=C1)O)O 3,4'-biphenol